tert-butyl 3-[3-[tert-butyl(dimethyl)silyl]oxy-2-(dibenzylamino)propoxy]azetidine-1-carboxylate [Si](C)(C)(C(C)(C)C)OCC(COC1CN(C1)C(=O)OC(C)(C)C)N(CC1=CC=CC=C1)CC1=CC=CC=C1